2,2-Bis-(4-hydroxyphenyl)-butan OC1=CC=C(C=C1)C(C)(CC)C1=CC=C(C=C1)O